1-(5-(2-fluorobenzoyl)-1H-pyrrol-3-yl)-2-phenylethan-1-one FC1=C(C(=O)C2=CC(=CN2)C(CC2=CC=CC=C2)=O)C=CC=C1